3-docosylimidazolium C(CCCCCCCCCCCCCCCCCCCCC)[N+]1=CNC=C1